ClC1=CC=CC=2C(=C(OC21)C)CCNC2=CC(=NC=N2)C2=CC(=C(C=C2)CC(=O)O)OCC (4-{6-[2-(7-Chloro-2-methyl-benzofuran-3-yl)-ethylamino]-pyrimidin-4-yl}-2-ethoxyphenyl)-acetic acid